FC1=C(C=CC(=C1)C=1N=CN(C1)C1=CC=C(C=C1)S(=O)(=O)C(F)(F)F)NC(=O)\N=C\1/SCC(N1C1=C(C=CC(=C1)C)C(C)C)=O (Z)-1-(2-fluoro-4-(1-(4-((trifluoromethyl)sulfonyl)phenyl)-1H-imidazol-4-yl)phenyl)-3-(3-(2-isopropyl-5-methylphenyl)-4-oxothiazolidin-2-ylidene)urea